BrCC1=NOC(=C1)C1CC1 3-(bromomethyl)-5-cyclopropyl-isoxazole